(5S)-N-(1-(3-chloro-4-fluorophenyl)-2-((6-(trifluoro-methyl)pyridin-3-yl)oxy)ethyl)-2-oxooxazolidine-5-carboxamide ClC=1C=C(C=CC1F)C(COC=1C=NC(=CC1)C(F)(F)F)NC(=O)[C@@H]1CNC(O1)=O